1-((4,7,10-tris(carboxymethyl)-1,4,7,10-tetraazacyclotridec-1-yl)methyl)isoquinoline 2-oxide C(=O)(O)CN1CCN(CCCN(CCN(CC1)CC(=O)O)CC(=O)O)CC1=[N+](C=CC2=CC=CC=C12)[O-]